ethyl 2-(2-((5-(3-hydroxy-2,3-dihydro-1H-inden-5-yl)-1-isopropyl-1H-indazol-3-yl)methoxy)phenyl)acetate OC1CCC2=CC=C(C=C12)C=1C=C2C(=NN(C2=CC1)C(C)C)COC1=C(C=CC=C1)CC(=O)OCC